(5S,8R)-5-fluoro-8-hydroxy-N-(2,3,6-trichlorobenzyl)-5,6,7,8-tetrahydroquinoline-5-carboxamide F[C@@]1(C=2C=CC=NC2[C@@H](CC1)O)C(=O)NCC1=C(C(=CC=C1Cl)Cl)Cl